3-(4-heptadecyl-1-piperazinyl)-1,2-propanediol C(CCCCCCCCCCCCCCCC)N1CCN(CC1)CC(CO)O